(8-(benzyloxy)-[1,2,4]triazolo[1,5-a]pyrazin-6-yl)boronic acid C(C1=CC=CC=C1)OC=1C=2N(C=C(N1)B(O)O)N=CN2